2-((4-isopropyl-1-methylcyclohex-3-en-1-yl)thio)propanoic acid C(C)(C)C1=CCC(CC1)(C)SC(C(=O)O)C